C(C1=CC=CC=C1)OC(=O)N1C(N(CC1CCN)C)=C=O 5-(2-aminoethyl)-3-methyl-2-carbonyl-imidazolidine-1-carboxylic acid benzyl ester